5-(3,3-difluorocyclobutyl)-1-(oxan-2-yl)-1H,4H,5H-pyrazolo[4,3-c]pyridin-4-one FC1(CC(C1)N1C(C2=C(C=C1)N(N=C2)C2OCCCC2)=O)F